[(1R)-3-[3-[3-[5-[tert-butyl(dimethyl)silyl]oxy-1-tetrahydropyran-2-yl-indazol-3-yl]phenyl]propoxy]-1-methyl-propyl]methanesulfonate [Si](C)(C)(C(C)(C)C)OC=1C=C2C(=NN(C2=CC1)C1OCCCC1)C=1C=C(C=CC1)CCCOCC[C@@H](C)CS(=O)(=O)[O-]